1-(4-chloro-2-(methylthio)pyrimidin-5-yl)ethan-1-one ClC1=NC(=NC=C1C(C)=O)SC